C1(CC1)C(C1=NC=C(C(=N1)OC1=CC=CC=C1)C(=O)N[C@@H](\C=C\S(=O)(=O)C)C1CC(C1)(F)F)(F)F (R,E)-2-(cyclopropyldifluoromethyl)-N-(1-(3,3-difluorocyclobutyl)-3-(methylsulfonyl)allyl)-4-phenoxypyrimidine-5-carboxamide